C(C=C(C(=O)O)CC(=O)O)(=O)N (cis)-aconitic amide